The molecule is a L-threonine derivative that is N-acetyl-alpha-D-galactosamine linked via an alpha glycosidic bond to the O at position 3 of L-threonine. It is a non-proteinogenic L-alpha-amino acid and a L-threonine derivative. C[C@H]([C@@H](C(=O)O)N)O[C@@H]1[C@@H]([C@H]([C@H]([C@H](O1)CO)O)O)NC(=O)C